C(C)(=O)N1CCN(CC1)CC=1C=C(C=CC1)C1=NNC2=CC=C(C=C12)C1=C2CN(C(C2=C(C=C1)N)=O)CC(C(=O)N)=C 2-[[4-[3-[3-[(4-acetylpiperazin-1-yl)methyl]phenyl]-1H-indazol-5-yl]-7-amino-1-oxo-isoindolin-2-yl]methyl]prop-2-enamide